4-(2-oxo-2,3-dihydro-benzo[d]oxazol-6-yl)-N-(pyridin-4-ylmethyl)-benzenesulfonamide O=C1OC2=C(N1)C=CC(=C2)C2=CC=C(C=C2)S(=O)(=O)NCC2=CC=NC=C2